N-((2-(4-fluorophenyl)-4-(oxazol-2-yl)pyrimidin-5-yl)methyl)acrylamide FC1=CC=C(C=C1)C1=NC=C(C(=N1)C=1OC=CN1)CNC(C=C)=O